3-(2-((5-bromo-1-isopropyl-1H-indazol-3-yl)methoxy)phenyl)propionic acid methyl ester COC(CCC1=C(C=CC=C1)OCC1=NN(C2=CC=C(C=C12)Br)C(C)C)=O